ClC=1N=C(C2=C(N1)N(C=C2C2=C(C1=CN(N=C1C=C2)CC)Cl)COCC[Si](C)(C)C)OCC2=CC=C(C=C2)OC 2-chloro-5-(4-chloro-2-ethyl-2H-indazol-5-yl)-4-((4-methoxybenzyl)oxy)-7-((2-(trimethylsilyl)ethoxy)methyl)-7H-pyrrolo[2,3-d]pyrimidine